C(C1=CC=CC=C1)OC(=O)NC1CCN(CC1)C(/C=C/[C@@H]1CN(CCO1)C(=O)OC(C)(C)C)=O tert-butyl (R,E)-2-(3-(4-(((benzyloxy)carbonyl)amino)piperidin-1-yl)-3-oxoprop-1-en-1-yl)morpholine-4-carboxylate